FC(C1=C(C=CC(=C1)C(F)(F)F)C(C)N1N=CC(=C1)NC(=O)C1=CN=C(S1)Br)(F)F N-(1-(1-(2,4-bis(trifluoromethyl)phenyl)ethyl)-1H-pyrazol-4-yl)-2-bromothiazole-5-carboxamide